C1(CC1)C=1C=C(C#N)C=CC1OC1=NC=C(C=C1)[N+](=O)[O-] 3-cyclopropyl-4-[(5-nitro-2-pyridinyl)oxy]benzonitrile